C(C)(C)(C)OC(NCC1CCN(CC1)C1=NN=C(C2=CC(=C(C=C12)OC)OC)Cl)=O ((1-(4-chloro-6,7-dimethoxyphthalazin-1-yl)piperidin-4-yl)methyl)carbamic acid tert-butyl ester